N-(4-(3-cyanophenyl)pyridin-2-yl)piperidine-4-carboxamide C(#N)C=1C=C(C=CC1)C1=CC(=NC=C1)NC(=O)C1CCNCC1